C(CCCCCCC)C1=CC=C(C=C1)C(CC)O 4-Octyl-phenylpropanol